ClC1=NC=CC=C1C=O 2-CHLORO-3-PYRIDINECARBOXALDEHYDE